COC(=O)C=1OC2=C(C1)C(=CC(=C2)OC)\C=C\C2=CC=C(C=C2)OC (E)-6-methoxy-4-(4-methoxystyryl)benzofuran-2-carboxylic acid methyl ester